3-((3-(4-Fluoro-3-hydroxyphenyl)isoxazol-5-yl)methyl)-5,6-dimethylpyrimidin-4(3H)-one FC1=C(C=C(C=C1)C1=NOC(=C1)CN1C=NC(=C(C1=O)C)C)O